OC(C)(C)C1=C(C=CC=C1)C(C)(O)C 1,2-bis(1-hydroxy-1-methylethyl)benzene